2,7-diaminocarbazole NC1=CC=2NC3=CC(=CC=C3C2C=C1)N